6-[2-(6-methyl-pyridin-2-yl)-6,7-dihydro-5H-imidazo[1,2-a]imidazole-3-yl]-benzothiazole CC1=CC=CC(=N1)C=1N=C2N(C1C1=CC3=C(N=CS3)C=C1)CCN2